C(CC)(=O)N1CC(C1)C(=O)N 1-propionylazetidine-3-carboxamide